tris-(2,2,6,6-tetramethylpiperidinyl)-nitrilotriacetate CC1(N(C(CCC1)(C)C)C(C(=O)[O-])N(C(C(=O)[O-])N1C(CCCC1(C)C)(C)C)C(C(=O)[O-])N1C(CCCC1(C)C)(C)C)C